FC(C(=O)O)(F)F.FC(C(=O)O)(F)F.NC1=NN2C(N=CC=C2)=C1C(=O)NC(C)C=1C=C(C=2N(C1N1CCC(CC1)(F)F)C=NC2)Cl 2-Amino-N-{1-[8-chloro-5-(4,4-difluoropiperidin-1-yl)imidazo[1,5-a]pyridin-6-yl]ethyl}pyrazolo[1,5-a]-pyrimidine-3-carboxamide bistrifluoro-acetate